C(#C)C1=CC(=NC=C1)N1CCOCC1 4-(4-ethynylpyridin-2-yl)morpholine